vinylene bromocarbonate C(O)(=O)Br.C#C